ethyl 5-(tert-butylmercapto)-2,2-dimethyl-4-carbonylvalerate C(C)(C)(C)SCC(CC(C(=O)OCC)(C)C)=C=O